(S)-3-(6-bromopyridin-2-yl)-5-(fluoromethyl)-6,7-dihydro-5H-pyrrolo[2,1-c][1,2,4]triazole BrC1=CC=CC(=N1)C=1N2C(=NN1)CC[C@H]2CF